BrC=1C=CC2=C(N(C=N2)CC(C)(O)C)C1 1-(6-bromo-1H-benzimidazol-1-yl)-2-methylpropan-2-ol